(S)-1-(4-(2-(4-((R)-2-acetoxy-3-chloropropoxy)-3,5-dichlorophenyl)propan-2-yl)phenoxy)-3-methoxypropan-2-yl acetate C(C)(=O)O[C@H](COC1=CC=C(C=C1)C(C)(C)C1=CC(=C(C(=C1)Cl)OC[C@H](CCl)OC(C)=O)Cl)COC